tetracarboxyl-phenyl-manganese C(=O)(O)[Mn](C1=CC=CC=C1)(C(=O)O)(C(=O)O)C(=O)O